P(O)(=O)(OP(=O)(O)OP(=O)(O)O)OC[C@@H]1[C@H]([C@H]([C@@H](O1)N1C=NC=2C(NC(C3=CC=CC=C3)=O)=NC=NC12)O)O N6-Benzoyl-adenosine triphosphate